C1N(CC12CCOCC2)C2=CC=1C(N=C2)=NNC1 5-{7-oxa-2-azaspiro[3.5]nonan-2-yl}-2H-pyrazolo[3,4-b]pyridin